SCCCCCCCCCCCCCCCCCC[Si](Cl)(OCC)OCC 18-mercaptooctadecyl-diethoxychlorosilane